ethyl 3-(2-chlorophenyl)-3-hydroxy-2-(pyrrolidin-1-ylmethyl)propanoate ClC1=C(C=CC=C1)C(C(C(=O)OCC)CN1CCCC1)O